tert-butyl 8-bromo-3,4,4a,5,6,7-hexahydronaphtho[1,8-cd]azepine-2(1H)-carboxylate BrC1=CC=C2CN(CCC3C2=C1CCC3)C(=O)OC(C)(C)C